4-((5-chloro-4-(1-isopropyl-1H-pyrazol-4-yl)pyrimidin-2-yl)amino)-N-(3-fluoro-2-methylphenyl)methoxybenzamide ClC=1C(=NC(=NC1)NC1=CC=C(C(=O)NOCC2=C(C(=CC=C2)F)C)C=C1)C=1C=NN(C1)C(C)C